O1-(2-butyloctyl) O10-[2-(hydroxymethyl)-3-[(9Z,12Z)-octadeca-9,12-dienoyl]oxy-propyl] decanedioate C(CCCCCCCCC(=O)OCC(COC(CCCCCCC\C=C/C\C=C/CCCCC)=O)CO)(=O)OCC(CCCCCC)CCCC